methyl (S)-pyrrolidine-3-acetate N1C[C@@H](CC1)CC(=O)OC